(E)-3-(dimethylamino)-1-(4-methoxynaphthalen-1-yl)-2-(2-methoxyphenyl)prop-2-en-1-one CN(/C=C(/C(=O)C1=CC=C(C2=CC=CC=C12)OC)\C1=C(C=CC=C1)OC)C